tert-butyl (1R,3S)-3-(1-(3,4-dichlorobenzyl)-3,7-dimethyl-2,6-dioxo-2,3,6,7-tetrahydro-1H-purin-8-ylamino)cyclohexyl carbonate C(OC(C)(C)C)(O[C@H]1C[C@H](CCC1)NC1=NC=2N(C(N(C(C2N1C)=O)CC1=CC(=C(C=C1)Cl)Cl)=O)C)=O